3,5-diamino-p-chlorobenzoic acid isobutyl ester C(C(C)C)OC(C1=CC(=C(C(=C1)N)Cl)N)=O